C(C)C=1C=NC=C(C1N1C(N(C=2C=NC=3C=C(C(=CC3C21)C=2C=NN(C2)CC)OC)C)=O)C 1-(3-Ethyl-5-methylpyridin-4-yl)-8-(1-ethyl-1H-pyrazol-4-yl)-7-methoxy-3-methyl-1,3-dihydroimidazo[4,5-c]quinolin-2-one